C(C)(=O)OC=1C=C2C=CC=C(C2=CC1)C#N 6-acetoxy-1-naphthalenenitrile